epoxypentenyloxystyrene C(=CCCC)OC1=C(C2=CC=CC=C2)O1